N[C@]1(CN(CC1)C1=C(C(=C(C=C1)F)CN(C)C)CN1C2=NC=NC(=C2N=C1)N)C(=O)NC1CC1 (R)-3-Amino-1-(2-((6-amino-9H-purin-9-yl)methyl)-3-((dimethylamino)methyl)-4-fluorophenyl)-N-cyclopropylpyrrolidin-3-carboxamid